3-((3-hydroxy-1-methoxy-1-oxopropan-2-yl)amino)-3-oxoprop-1-en OCC(C(=O)OC)NC(C=C)=O